C(C1=CC=CC=C1)(C1=CC=CC=C1)=NC1=CC(N(C=C1)CC1=CC=CC=C1)=O 4-(benzhydrylideneamino)-1-benzyl-pyridin-2-one